C(C)(C)(C)OC(=O)NS(=O)(=O)N(CCC1CNC1)C 3-(2-((N-(tert-butoxycarbonyl)sulfamoyl)(methyl)amino)ethyl)azetidine